2-(((S)-1-(((S)-1,1-bis(3,5-dichlorophenyl)propan-2-yl)amino)-1-oxopropan-2-yl)carbamoyl)-4-methoxypyridin-3-yl ethyl carbonate C(OC=1C(=NC=CC1OC)C(N[C@H](C(=O)N[C@H](C(C1=CC(=CC(=C1)Cl)Cl)C1=CC(=CC(=C1)Cl)Cl)C)C)=O)(OCC)=O